(5aR,5bS,7aS,10aS,10bR)-2-(3-fluorophenyl)-5a,7a-dimethyl-4,5,5a,5b,6,7,7a,9,10,10a,10b,11,12,12a-tetradecahydro-8H-cyclopenta[7,8]phenanthro[2,1-d]thiazol-8-one FC=1C=C(C=CC1)C=1SC2=C(N1)CC[C@@]1([C@H]3CC[C@]4([C@H]([C@@H]3CCC12)CCC4=O)C)C